OC(=O)C(F)(F)F.CC(C[C@H](N)B1O[C@H]2[C@@](O1)(C[C@H]1C([C@@H]2C1)(C)C)C)C (R)-3-methyl-1-((3aR,4S,6S,7aS)-5,5,7a-trimethylhexahydro-4,6-methanobenzo[d][1,3,2]dioxaborol-2-yl)butan-1-amine TFA salt